ClC1=C(C=2N=C(NC(C2C(=N1)O[C@@H](C)[C@@H]1[C@@H]2CC[C@H](CN1)N2C(=O)OC(C)(C)C)=O)SC)F tert-butyl (1S,2S,5R)-2-((S)-1-((7-chloro-8-fluoro-2-(methylthio)-4-oxo-3,4-dihydro pyrido[4,3-d]pyrimidin-5-yl) oxy) ethyl)-3,8-diazabicyclo[3.2.1]octane-8-carboxylate